C(C1=CC=CC=C1)N1C(=NC2=C1C=CC=C2C(=O)N)C2=CC(=CC=C2)F 1-benzyl-2-(3-fluorophenyl)-1H-benzo[d]imidazole-4-carboxamide